CC1=NC(=CC(=N1)NC1=NN2C(C=C(C=C2)C2=CC(=NC=C2OC2CCC(CC2)O)O[C@@H](C#N)C)=C1)C (R)-2-[[4-[2-[(2,6-dimethylpyrimidin-4-yl)amino]pyrazolo[1,5-a]pyridin-5-yl]-5-(4-hydroxycyclohexoxy)-2-pyridyl]oxy]propanenitrile